O.C([C@@H](O)C)(=O)[O-].[Ca+2].C([C@@H](O)C)(=O)[O-] Calcium L-lactate hydrate